ClC=1C=C2C3=C(NC2=C(C1)C1=CC=C(C=C1)C)C(=NC=C3)C 6-Chloro-1-methyl-8-p-tolyl-9H-pyrido[3,4-b]indole